NC1=CC=CC(=N1)S(=O)(=O)NC(=O)C=1C(=NC(=CC1)C=1C=NC(=CC1)OC(C)C)N1CC2CCC1C2 N-[(6-Amino-2-pyridyl)sulfonyl]-2-(3-azabicyclo[2.2.1]heptan-3-yl)-6-(6-isopropoxy-3-pyridyl)pyridin-3-carboxamid